(3-fluorobenzyl)zinc FC=1C=C(C[Zn])C=CC1